NC1=C(C=2C(=NC(=C(C2)C)C)N1C1=C(C(=CC=C1C)C1=NNC=C1)C)C(=O)N 2-Amino-1-(2,6-dimethyl-3-(1H-pyrazol-3-yl)phenyl)-5,6-dimethyl-1H-pyrrolo[2,3-b]pyridine-3-carboxamide